NC1=NC=NC(=N1)N 4,6-diamino-1,3,5-triazine